C(C)(=O)C1=CC=C(C2=CC=CC=C12)C(=O)O 4-acetylnaphthoic acid